1,3,5-Trimethylbenzen CC1=CC(=CC(=C1)C)C